1,4,7-triazacyclononane-1,4-dicarboxylic acid 1,4-di-tert-butyl ester C(C)(C)(C)OC(=O)N1CCN(CCNCC1)C(=O)OC(C)(C)C